methyl-ethyl-propyl-ethyl-propyl-acrylamide CN(C(C(=C(CC)CCC)CCC)=O)CC